4-(bis(2-hydroxyethyl)amino)butanoic acid OCCN(CCCC(=O)O)CCO